BrCCC=1C=C(C=C(C1)CCBr)C1=CC(=CC(=C1)CCBr)CCBr 3,3',5,5'-tetra(bromoethyl)-1,1'-biphenyl